CC1=CC=C(C(=O)NC2=CC=C(C=C2)CN2CCN(CC2)C)C=C1 4-methyl-N-(4-((4-methylpiperazin-1-yl)methyl)phenyl)benzamide